C1=C(C=CC2=CC=CC=C12)CC1C(NC(NC1=O)=O)=O 5-(naphthalen-2-ylmethyl)pyrimidine-2,4,6(1H,3H,5H)-trione